C1(CC1)NC(CC1N(CCN(C1=O)C=1N=C2N(C=CC=C2)C1)C(=O)OC(C)(C)C)=O tert-butyl 2-[2-(cyclopropylamino)-2-oxo-ethyl]-4-imidazo[1,2-a]pyridin-2-yl-3-oxo-piperazine-1-carboxylate